5-(8-Oxo-3-azabicyclo[3.2.1]octan-3-yl)-N-(3-(difluoromethyl)-1-((1R,4R)-4-(hydroxyMethyl)cyclohexyl)-1H-pyrazol-4-yl)pyrazolo[1,5-a]pyrimidine-3-carboxamide O=C1C2CN(CC1CC2)C2=NC=1N(C=C2)N=CC1C(=O)NC=1C(=NN(C1)C1CCC(CC1)CO)C(F)F